[Si](C)(C)(C(C)(C)C)O[C@H]1[C@@H](O[C@@]([C@H]1O[Si](C)(C)C(C)(C)C)(CO[Si](C)(C)C(C)(C)C)F)N1C(=S)NC(=O)C=C1 2',3',5'-tri-O-(tert-butyldimethylsilyl)-4'-fluoro-2-thiouridine